4-(2-Bromo-5-(4-ethoxy-4-oxobutyl)-7-oxo-4-((2-(trimethylsilyl)ethoxy)methyl)-4,7-dihydro-[1,2,4]triazolo[1,5-a]pyrimidin-6-yl)piperazine-1-carboxylic acid tert-butyl ester C(C)(C)(C)OC(=O)N1CCN(CC1)C1=C(N(C=2N(C1=O)N=C(N2)Br)COCC[Si](C)(C)C)CCCC(=O)OCC